C(C)O[C@@H]1C[C@]2(CC[C@@H](C1)N2CC2=C1C=CNC1=C(C=C2OC)C)C2=CC=C(C(=O)O)C=C2 |o1:3,5,8| (±)-rel-4-((1R,3S,5S)-3-ethoxy-8-((5-methoxy-7-methyl-1H-indol-4-yl)methyl)-8-Azabicyclo[3.2.1]octan-1-yl)benzoic acid